4-[[(2,3-dihydro-1,1,3,3-tetramethyl-2-oxo-1H-inden-5-yl)carbonyl]amino]-benzoic acid CC1(C(C(C2=CC(=CC=C12)C(=O)NC1=CC=C(C(=O)O)C=C1)(C)C)=O)C